C1(=CC=CC=C1)C(CN1CCC(CC1)OCCC)NS(=O)(=O)C1=CC=C(C=C1)OC(F)(F)F N-(1-phenyl-2-(4-propoxypiperidin-1-yl)ethyl)-4-(trifluoromethoxy)benzenesulfonamide